ethyl 8-methyl-2-[(pyrimidin-5-yl)methyl]-4,5-dihydro-2H-furo[2,3-g]indazole-7-carboxylate CC1=C(OC=2CCC3=CN(N=C3C21)CC=2C=NC=NC2)C(=O)OCC